4-{[(6-Chloropyridin-3-yl)methyl](2,4,6-trifluorobenzyl)amino}furan ClC1=CC=C(C=N1)CN(C=1C=COC1)CC1=C(C=C(C=C1F)F)F